(3R,4R)-1-cyclohexyl-4-{[5-(2,4-difluoro-phenyl)-isoxazole-3-carbonyl]-amino}-piperidine-3-carboxylic acid (3,3-difluoro-1-methyl-cyclobutyl)-amide FC1(CC(C1)(C)NC(=O)[C@@H]1CN(CC[C@H]1NC(=O)C1=NOC(=C1)C1=C(C=C(C=C1)F)F)C1CCCCC1)F